C(CCCCCCCCCCC)C(C(=O)O)CCN(C)C lauryl-dimethylaminoethylacetic acid